1-Methyl-4-[4-(5-methyl-1,3-benzooxazol-2-yl)piperidin-1-yl]-2-oxo-1,2-dihydroquinoline-3,6-dicarboxamide CN1C(C(=C(C2=CC(=CC=C12)C(=O)N)N1CCC(CC1)C=1OC2=C(N1)C=C(C=C2)C)C(=O)N)=O